1-methyl-4-bromo-5-iodopyridin-2-one CN1C(C=C(C(=C1)I)Br)=O